O=C1NC(CCC1N1C(C2=CC=C(C(=C2C1=O)F)CN(C1CCN(CC1)C=1C(=CC2=C(C(C=3NC4=CC(=CC=C4C3C2=O)C#N)(C)C)C1)CC)C)=O)=O 8-(4-(((2-(2,6-dioxopiperidin-3-yl)-4-fluoro-1,3-dioxoisoindolin-5-yl)methyl)(methyl)amino)piperidin-1-yl)-9-ethyl-6,6-dimethyl-11-oxo-6,11-dihydro-5H-benzo[b]carbazole-3-carbonitrile